Guanosin-Triphosphat P(O)(=O)(OP(=O)(O)OP(=O)(O)O)OC[C@@H]1[C@H]([C@H]([C@@H](O1)N1C=NC=2C(=O)NC(N)=NC12)O)O